(5aR,6R,9aS)-2-(2-(fluoromethyl)pyridin-4-yl)-4-(2-fluorophenyl)-6,9a-dimethyl-7-oxo-5a,6,7,9a-tetrahydro-5H-indeno[1,2-d]pyrimidine-8-carbonitrile FCC1=NC=CC(=C1)C=1N=C(C2=C(N1)[C@@]1(C=C(C([C@@H]([C@H]1C2)C)=O)C#N)C)C2=C(C=CC=C2)F